OC[C@@H]1[C@H]([C@@H]([C@@H](C(O1)O)O)O)O (3S,4S,5S,6R)-6-(hydroxymethyl)oxacyclohexane-2,3,4,5-tetraol